(1S,2S,4R,5R,6R,7S)-7-(pyrimidin-5-yl)-N-(3-(trifluoromethyl)phenyl)-8-oxatricyclo[3.2.1.02,4]octane-6-carboxamide N1=CN=CC(=C1)[C@@H]1[C@H]([C@H]2[C@@H]3C[C@@H]3[C@@H]1O2)C(=O)NC2=CC(=CC=C2)C(F)(F)F